6-Chloro-2-(tributylstannyl)-1-((2-(trimethylsilyl)ethoxy)methyl)-1H-pyrrolo[3,2-c]pyridine ClC1=CC2=C(C=N1)C=C(N2COCC[Si](C)(C)C)[Sn](CCCC)(CCCC)CCCC